N1=CC=C(C=C1)CN1[C@@H](CCC1)C(=O)N[C@H](C(=O)OCC)CCCCCCCC1=NC=2NCCCC2C=C1 ethyl (S)-2-((S)-1-(pyridin-4-ylmethyl)pyrrolidine-2-carboxamido)-9-(5,6,7,8-tetrahydro-1,8-naphthyridin-2-yl)nonanoate